4-(((3s,4r)-1-((2-chloro-4-cyanophenyl)sulfonyl)-4-hydroxy-4-(hydroxymethyl)pyrrolidin-3-yl)oxy)-2-fluorobenzonitrile ClC1=C(C=CC(=C1)C#N)S(=O)(=O)N1C[C@@H]([C@@](C1)(CO)O)OC1=CC(=C(C#N)C=C1)F